C1(CC1)N1CCCC2=CC=CC(=C12)C1=C(C(=NC=C1)S(=O)(=O)N)C (1-cyclopropyl-1,2,3,4-tetrahydroquinolin-8-yl)-3-methylpyridine-2-sulfonamide